1-(4-hydroxy-3-methylphenyl)-1-(4-hydroxy-3,5-dimethylphenyl)cyclohexane OC1=C(C=C(C=C1)C1(CCCCC1)C1=CC(=C(C(=C1)C)O)C)C